2-(4-(2-(8-cyanoquinolin-5-yl)-3-isopropyl-1H-indol-5-yl)piperidin-1-yl)-N-methylacetamide C(#N)C=1C=CC(=C2C=CC=NC12)C=1NC2=CC=C(C=C2C1C(C)C)C1CCN(CC1)CC(=O)NC